[Cl-].ClCC(C=[N+](C)C)=CN(C)C N-(2-(chloromethyl)-3-(dimethylamino)allylidene)-N-methylmethanaminium Chloride